CC1=CNC2=CC=C(C=C12)CN (3-methyl-1H-indol-5-yl)methan-amine